4-((14-((4-Aminopiperidin-1-yl)sulfonyl)tetradecyl)amino)-2-(2,6-dioxopiperidin-3-yl)isoindoline NC1CCN(CC1)S(=O)(=O)CCCCCCCCCCCCCCNC1=C2CN(CC2=CC=C1)C1C(NC(CC1)=O)=O